FC=1C=C(C=CC1C)[C@@]1(CN(CC1)C(=O)C1=NN(C2=CC=C(C=C12)C)CCOC)C1=NC=NS1 (S)-(3-(3-fluoro-4-methylphenyl)-3-(1,2,4-thiadiazol-5-yl)pyrrolidin-1-yl)(1-(2-methoxyethyl)-5-methyl-1H-indazol-3-yl)methanone